(1R)-3-methyl-1-[((2S)-3-phenyl-2-[(2-pyrazinylcarbonyl)-amino]propanoyl)amino]butylboronic acid CC(C[C@H](NC([C@H](CC1=CC=CC=C1)NC(=O)C1=NC=CN=C1)=O)B(O)O)C